[1,3]Dioxole-5-carboxamide O1COC=C1C(=O)N